ClC=1C=C2C(=CC(=NC2=CC1)C(F)(F)F)NCC1(CC(C1)=O)C1=CC=CC=C1 3-(((6-chloro-2-(trifluoromethyl)quinolin-4-yl)amino)methyl)-3-phenylcyclobutan-1-one